((3S,4S)-4-((S)-6-(2,6-difluoro-3,5-dimethoxyphenyl)-4,5,6,7-tetrahydro-1H-indazol-3-yl)tetrahydrofuran-3-yl)acrylamide FC1=C(C(=C(C=C1OC)OC)F)[C@H]1CCC=2C(=NNC2C1)[C@@H]1[C@H](COC1)C(C(=O)N)=C